(S)-5-((S)-2-hydroxy-2-phenylpropanoyl)-N-((S)-3-oxo-1-((S)-2-oxopyrrolidin-3-yl)-4-(trifluoromethoxy)butan-2-yl)-5-azaspiro[2.4]-heptane-6-carboxamide O[C@@](C(=O)N1CC2(CC2)C[C@H]1C(=O)N[C@@H](C[C@H]1C(NCC1)=O)C(COC(F)(F)F)=O)(C)C1=CC=CC=C1